9-(4-bromo-3-chlorophenyl)-3,6-diphenyl-9H-carbazole BrC1=C(C=C(C=C1)N1C2=CC=C(C=C2C=2C=C(C=CC12)C1=CC=CC=C1)C1=CC=CC=C1)Cl